CCCCC(=O)O The molecule is a straight-chain saturated fatty acid containing five carbon atoms. It has a role as a plant metabolite. It is a short-chain fatty acid and a straight-chain saturated fatty acid. It is a conjugate acid of a valerate.